C(C)ON(C=1C(=CC=CC1)C)OCC N,N-diethoxytoluidine